9,9',9'',9'''-(4-(2-(2,6-dimethylpyridin-3-yl)phenyl)pyridine-2,3,5,6-tetrayl)tetrakis(9H-carbazole-3-carbonitrile) CC1=NC(=CC=C1C1=C(C=CC=C1)C1=C(C(=NC(=C1N1C2=CC=CC=C2C=2C=C(C=CC12)C#N)N1C2=CC=CC=C2C=2C=C(C=CC12)C#N)N1C2=CC=CC=C2C=2C=C(C=CC12)C#N)N1C2=CC=CC=C2C=2C=C(C=CC12)C#N)C